C(C)(SCCCNC1=C(C(=C(C(=C1F)F)O)F)F)=O S-[3-(2,3,5,6-tetrafluoro-4-hydroxy-anilino)propyl] ethanethioate